5-[1-(2,2-dimethylpropyl)-1H-pyrazol-4-yl]-6-[2-(hydroxymethyl)[1,2,4]triazolo[1,5-a]pyridin-7-yl]pyridine-2-carbonitrile CC(CN1N=CC(=C1)C=1C=CC(=NC1C1=CC=2N(C=C1)N=C(N2)CO)C#N)(C)C